calcium-iron silicate [Si]([O-])([O-])([O-])[O-].[Fe+2].[Ca+2]